3-(benzyloxy)-6-(1,2,5,6-tetrahydropyridin-3-yl)pyridazine C(C1=CC=CC=C1)OC=1N=NC(=CC1)C=1CNCCC1